(S)-N-(4-(2-fluorophenoxy)-2-(3-((methylamino)methyl)piperidin-1-yl)-3-(trifluoromethyl)phenyl)-4-(pyridazin-4-yl)thiazole-2-carboxamide FC1=C(OC2=C(C(=C(C=C2)NC(=O)C=2SC=C(N2)C2=CN=NC=C2)N2C[C@@H](CCC2)CNC)C(F)(F)F)C=CC=C1